C(CCCCCCCCCCCCC)[C@]1(O)[C@H](O)[C@@H](O)[C@H](O)[C@H](O1)CO 1-tetradecyl-beta-D-glucose